(2s)-2-({1-[(2-methylprop-2-yl)oxy]vinyl}amino)propanoic acid CC(C)(C)OC(=C)N[C@H](C(=O)O)C